OC1CC(N(CC1)C(=O)OC(C)(C)C)=O tert-butyl 4-hydroxy-2-oxo-piperidine-1-carboxylate